3-(3-(4-(2-Fluorophenyl)piperazin-1-yl)propyl)-5-methyl-5-phenylimidazolidine-2,4-dione Tert-butyl-2-(2-(2-cyclopropylphenyl)-3-oxopiperazin-1-yl)-7-azaspiro[3.5]nonane-7-carboxylate C(C)(C)(C)OC(=O)N1CCC2(CC(C2)N2C(C(NCC2)=O)C2=C(C=CC=C2)C2CC2)CC1.FC1=C(C=CC=C1)N1CCN(CC1)CCCN1C(NC(C1=O)(C1=CC=CC=C1)C)=O